(1R,3R)-3-(tert-Butoxycarbonylamino)cyclobutane-1-carboxylic acid C(C)(C)(C)OC(=O)NC1CC(C1)C(=O)O